FC1(CN(CC1)C(=O)OC(C)(C)C)C=O tert-butyl 3-fluoro-3-formylpyrrolidine-1-carboxylate